F[C@]1(CN(CC[C@H]1O)C1=NC=CC(=N1)NC=1N=CC2=C(C(=CC(=C2C1)C(C)C)F)N1CC(C1)CS(=O)(=O)C)C (3S,4R)-3-fluoro-1-[4-({7-fluoro-8-[3-(methanesulfonylmeth-yl)azetidin-1-yl]-5-(propan-2-yl)isoquinolin-3-yl}amino)pyrimidin-2-yl]-3-methylpiperidin-4-ol